COC1=C(C=C(C=N1)N1[C@H]([C@H](CC1)NS(=O)(=O)C)CO[C@@H]1CC[C@@H](CC1)C1=CC=CC=C1)C N-((2R,3S)-1-(6-methoxy-5-methylpyridin-3-yl)-2-((((CIS)-4-phenylcyclohexyl)oxy)methyl)-pyrrolidin-3-yl)methanesulfonamide